CC1=NOC(=C1COC1=CC=C(C=C1)C=1C=C(C(NC1C(F)(F)F)=O)C(=O)N)C 5-(4-((3,5-Dimethylisoxazol-4-yl)methoxy)phenyl)-2-oxo-6-(trifluoromethyl)-1,2-dihydropyridine-3-carboxamide